ethyl 2-((2-(1,3-dioxolan-2-yl)-6-fluoro-3-((4-methoxybenzyl)oxy)phenyl)ethynyl)isonicotinate O1C(OCC1)C1=C(C(=CC=C1OCC1=CC=C(C=C1)OC)F)C#CC=1C=C(C(=O)OCC)C=CN1